FC1=CC=2C3=C(NC(C2C=C1)=O)C=C(N3C)C=O 8-fluoro-1-methyl-5-oxo-4,5-dihydro-1H-pyrrolo[3,2-c]isoquinoline-2-carbaldehyde